Chloro(methyl)magnesium Cl[Mg]C